O[C@@H](COC=1C=CC2=C(OCO2)C1)CC(C)(C)C 6-(((R)-2-hydroxy-4,4-dimethylpentyl)oxy)benzo[d][1,3]dioxol